ClC1=CC(=C(C=C1)C1=NC(=CC2=C1N=C(N(C2=O)C)C)N2CC(O[C@H](C2)C2=NN(N=C2)C)(C)C)F (R)-8-(4-chloro-2-fluorophenyl)-6-(2,2-dimethyl-6-(2-methyl-2H-1,2,3-triazol-4-yl)morpholino)-2,3-dimethylpyrido[3,4-d]pyrimidin-4(3H)-one